N-Bocaminononanoic acid C(=O)(OC(C)(C)C)NC(C(=O)O)CCCCCCC